FC(OC=1C=C(C=C(C1)[N+](=O)[O-])CN1CCOCC1)F 4-(3-(difluoromethoxy)-5-nitrophenylmethyl)morpholine